rhodium (triphenylphosphine) C1(=CC=CC=C1)P(C1=CC=CC=C1)C1=CC=CC=C1.[Rh]